C(CCCCCCCC(=O)OCCCCCCCCCC)(=O)OCC(COC(CCC(OCCCCCCCC)OCCCCCCCC)=O)COC(=O)OCCC1N(CCC1)C 1-(3-((4,4-bis(octyloxy)butanoyl)oxy)-2-((((2-(1-methylpyrrolidin-2-yl)ethoxy)carbonyl)oxy)methyl)propyl) 9-decyl nonanedioate